CC1(CCN(CC1)C1=CN=C2C(=N1)N(N=C2N2C(CCC1=NC=CC=C21)=O)C2OCCCC2)NC(OC(C)(C)C)=O tert-butyl N-[4-methyl-1-[3-(2-oxo-3,4-dihydro-1,5-naphthyridin-1-yl)-1-tetrahydropyran-2-yl-pyrazolo[3,4-b]pyrazin-6-yl]-4-piperidyl]carbamate